thiazole-4-carbaldehyde S1C=NC(=C1)C=O